ClC1=C(C=CC(=C1)B1OC(C(O1)(C)C)(C)C)NC(C)=O N-[2-chloro-4-(4,4,5,5-tetramethyl-1,3,2-dioxaborolan-2-yl)phenyl]acetamide